CCCCCCCCCCCCCCCCCCCCCCCCCCCCCCCCCCCC n-hexatriacontane